4-(3-((1-methoxycyclopropyl)methyl)-5-(3-(m-tolyl)-5,6-dihydropyridazin-1(4H)-yl)-3H-imidazo[4,5-b]pyridin-7-yl)morpholine COC1(CC1)CN1C=NC=2C1=NC(=CC2N2CCOCC2)N2N=C(CCC2)C=2C=C(C=CC2)C